FC(COP(OCC(C(C(C(F)F)(F)F)(F)F)(F)F)(OCC(C(C(C(F)F)(F)F)(F)F)(F)F)(OCC(C(C(C(F)F)(F)F)(F)F)(F)F)OCC(C(C(C(F)F)(F)F)(F)F)(F)F)(C(C(C(F)F)(F)F)(F)F)F Pentakis-(2,2,3,3,4,4,5,5-octafluoro-pentyloxy)-λ5-phosphane